N1,N3-bis(2-ethylhexyl)-4-methyl-cyclohexane-1,3-diamine C(C)C(CNC1CC(C(CC1)C)NCC(CCCC)CC)CCCC